tert-butyl (tert-butoxycarbonyl)(5-((tert-butyldimethylsilyl)oxy)-3,3-dimethylpentyl)carbamate C(C)(C)(C)OC(=O)N(C(OC(C)(C)C)=O)CCC(CCO[Si](C)(C)C(C)(C)C)(C)C